3-(6-((2R,6R)-4-(5-chloro-4-((1-methyl-2-oxoindolin-5-yl)amino)pyrimidin-2-yl)-2,6-dimethylpiperazin-1-yl)-1-methyl-1H-indazol-3-yl)piperidine-2,6-dione ClC=1C(=NC(=NC1)N1C[C@H](N([C@@H](C1)C)C1=CC=C2C(=NN(C2=C1)C)C1C(NC(CC1)=O)=O)C)NC=1C=C2CC(N(C2=CC1)C)=O